OCC[C@H]([C@H](CC=C)C)S(=O)(=O)N(CC1=CC=C(C=C1)OC)CC1=CC=C(C=C1)OC (3R,4S)-1-HYDROXY-N,N-BIS(4-METHOXYBENZYL)-4-METHYL-6-HEPTENE-3-SULFONAMIDE